2-phenyl-3-(3-methylbenzoyloxy)-4H-pyrido[1,2-a]pyrimidin-4-one C1(=CC=CC=C1)C=1N=C2N(C(C1OC(C1=CC(=CC=C1)C)=O)=O)C=CC=C2